(S)-3-(2-(3-(1-(4-methyl-4H-1,2,4-triazol-3-ylthio)ethyl)phenyl)-2H-1,2,3-triazol-4-yl)benzoic acid CN1C(=NN=C1)S[C@@H](C)C=1C=C(C=CC1)N1N=CC(=N1)C=1C=C(C(=O)O)C=CC1